4-methylbenzyl-L-cysteine CC1=CC=C(CN[C@@H](CS)C(=O)O)C=C1